(1R)-N-(3-fluoro-4-(trimethylsilyl)phenyl)-2-((3-hydroxy-1,2-oxazol-5-yl)acetyl)-6-methoxy-1,2,3,4-tetrahydroisoquinoline-1-carboxamide FC=1C=C(C=CC1[Si](C)(C)C)NC(=O)[C@@H]1N(CCC2=CC(=CC=C12)OC)C(CC1=CC(=NO1)O)=O